(1R,3R)-3-[(4R)-4-ethyl-2-imino-4-methyl-6-oxo-hexahydropyrimidin-1-yl]-N-[(1R,2S)-2-hydroxy-2-methyl-indan-1-yl]-1-methyl-indane-5-carboxamide C(C)[C@]1(NC(N(C(C1)=O)[C@@H]1C[C@H](C2=CC=C(C=C12)C(=O)N[C@H]1[C@@](CC2=CC=CC=C12)(C)O)C)=N)C